BrC=1C=NC(=NC1)N(CC1=C(C=C(C=C1)OC)OC)CC1=C(C=C(C=C1)OC)OC 5-bromo-N,N-bis(2,4-dimethoxybenzyl)pyrimidin-2-amine